C1(=CC(=CC=C1)[C@H](CC(=O)[O-])NC(=O)NC=1C(N(C=C(C1[O-])C)CC)=O)C1=CC=CC=C1.[Na+].[Na+] Natrium (S)-3-(Biphenyl-3-yl)-3-(3-(1-ethyl-5-methyl-4-oxido-2-oxo-1,2-dihydropyridin-3-yl)ureido)propanoat